2-bromo-N-(3-methylphenyl)benzamide CC1=CC(=CC=C1)NC(=O)C2=CC=CC=C2Br